C(C)(C)(C)OC(=O)NC1=CC=C(C=C1)C=1C=CC=C2C(N(CNC12)[C@H](C(=O)N[C@@H](CO)C(=O)OC)CO)=O Methyl ((S)-2-(8-(4-((tert-butoxycarbonyl)amino)phenyl)-4-oxo-1,4-dihydroquinazolin-3(2H)-yl)-3-hydroxypropanoyl)-L-serinate